C1(=CC=CC=C1)N(C1=C(C=CC=C1)Br)C1=CC=CC=C1 N,N-diphenyl-2-bromoaniline